4-[4-[[3-(3,5-difluorophenyl)-1-isopropyl-2,4-dioxo-pyrimidine-5-carbonyl]amino]phenoxy]-N-(1-methyl-4-piperidyl)-1,7-naphthyridine-6-carboxamide FC=1C=C(C=C(C1)F)N1C(N(C=C(C1=O)C(=O)NC1=CC=C(OC2=CC=NC3=CN=C(C=C23)C(=O)NC2CCN(CC2)C)C=C1)C(C)C)=O